2-(Thiophen-2-yl)ethan-1-ol S1C(=CC=C1)CCO